biphenyl-3,5-dicarboxamide C1(=CC(=CC(=C1)C(=O)N)C(=O)N)C1=CC=CC=C1